COC=1C=C(C=CC1)C/C=C/Br (E)-3-(3-methoxyphenyl)-propenyl bromide